((5-fluoro-3-((E)-2-(pyridin-4-yl)vinyl)-1H-indazol-6-yl)methylene)indol-2-one FC=1C=C2C(=NNC2=CC1C=C1C(NC2=CC=CC=C12)=O)\C=C\C1=CC=NC=C1